2-chloro-6-fluoro-N-methyl-4-(piperazin-1-yl)benzamide ClC1=C(C(=O)NC)C(=CC(=C1)N1CCNCC1)F